FC1=C(O[C@@H](CO)CN2N=NN=C2)C=C(C=C1)B1OC(C(O1)(C)C)(C)C (2R)-2-[2-fluoro-5-(4,4,5,5-tetramethyl-1,3,2-dioxaborolan-2-yl)phenoxy]-3-(1H-tetrazol-1-yl)propan-1-ol